C1(CCCCC1)NC(C(C=1C=NC=CC1)N(C(=O)[C@@H]1N(C[C@@H](C1)O)C(=O)OC(C)(C)C)C1=CC=C(C=C1)C1(CC1)C(F)(F)F)=O tert-butyl (2R,4R)-2-[[2-(cyclohexylamino)-2-oxo-1-(3-pyridyl)ethyl]-[4-[1-(trifluoromethyl)cyclopropyl]phenyl]carbamoyl]-4-hydroxy-pyrrolidine-1-carboxylate